(1Z,6E)-1,8,8-trimethyl-5-methylidenecycloundeca-1,6-diene C/C/1=C/CCC(\C=C\C(CCC1)(C)C)=C